NC1=C(C=C(C=C1)C1=CC=C(C=C1)F)NC(C1=CC=C(C=C1)S(=O)(=O)C1=CC=NC=C1)=O N-[2-amino-5-(4-fluorophenyl)phenyl]-4-(4-pyridylsulfonyl)benzamide